3-[(3R,9aS)-8-[2-chloro-3-(4-fluoro-1H-pyrazol-3-yl)benzoyl]-3,4,6,7,9,9a-hexahydro-1H-pyrazino[2,1-c][1,4]oxazin-3-yl]-5-chloro-1H-pyridin-2-one ClC1=C(C(=O)N2C[C@H]3CO[C@@H](CN3CC2)C=2C(NC=C(C2)Cl)=O)C=CC=C1C1=NNC=C1F